ClC1=CC=C(C=C1)N1N=C(C=C1C)C(=O)NC12CCC(C1)(C2)NC(COC2=CC(=C(C=C2)Cl)Cl)=O 1-(4-chlorophenyl)-N-{4-[2-(3,4-dichlorophenoxy)acetamido]bicyclo[2.1.1]-hex-1-yl}-5-methyl-1H-pyrazole-3-carboxamide